FC1(CCC(CC1)[C@H](NC(=O)C=1N(N=CC1)C)C=1N=C2N(N=CC=N2)C1)F N-[(S)-(4,4-Difluorocyclohexyl)(imidazo[1,2-b][1,2,4]triazin-6-yl)methyl]-2-methyl-pyrazole-3-carboxamide